NC=1C(NC(N(N1)C1=CC(=C(C(=C1)Cl)OC=1C=C2C(=CC(=NC2=CC1)C1CC(CCC1)C)C)Cl)=O)=O 6-amino-2-(3,5-dichloro-4-((4-methyl-2-(3-methylcyclohexyl)quinolin-6-yl)oxy)phenyl)-1,2,4-triazine-3,5(2H,4H)-dione